C(C1=CC=CC=C1)OC1=C(C=CC(=C1)Br)C(=NN)C1=NNC=C1 2-((2-(benzyloxy)-4-bromophenyl)(1H-pyrazol-3-yl)methylene)hydrazine